C[C@@H]1N(CCN(C1)C(C=C)=O)[C@H]1C=2C(NCC1)=C(N(N2)C2=CC=C(C=C2)OC2=CC=CC=C2)C(=O)N (7R)-7-[(2S)-2-methyl-4-(prop-2-enoyl)piperazin-1-yl]-2-(4-phenoxyphenyl)-4,5,6,7-tetrahydro-2H-pyrazolo[4,3-b]pyridine-3-carboxamide